OCCCNC1=CC=C(C=C1)N hydroxypropyl-p-phenylenediamine